ethyl 1H-1,2,3-triazole-5-carboxylate N1N=NC=C1C(=O)OCC